C1CCC2=CC(=CC=C12)N indan-5-amine